C(C\C=C\CCC)(C(=O)O)C(=O)O trans-3-heptene-1,1-dicarboxylic acid